B1C(COO1)C1=CCC2(CCN(CC2)C(C=C)=O)CC1 1-[9-(4,5-dioxaborolan-2-yl)-3-azaspiro[5.5]-undec-8-en-3-yl]prop-2-en-1-one